N-(3-bromophenyl)-5-nitro-1H-benzo[d]imidazole-2-carboxamide BrC=1C=C(C=CC1)NC(=O)C1=NC2=C(N1)C=CC(=C2)[N+](=O)[O-]